(6-(2,5,8,11,14-Pentaoxahexadecan-16-yl)-1,3,5,7-tetraoxo-3,5,6,7-tetrahydropyrrolo[3,4-f]isoindol-2(1H)-yl)methyl nitrate [N+](=O)(OCN1C(C2=CC=3C(N(C(C3C=C2C1=O)=O)CCOCCOCCOCCOCCOC)=O)=O)[O-]